monomethoxyethylene glycol antimony (antimonate) [Sb]([O-])([O-])([O-])=O.[Sb+3].COC(CO)O